(S)-(5-methyl-4-oxo-7-(piperidine-1-carbonyl)-2,3,4,5-tetrahydrobenzo[b][1,4]oxazepin-3-yl)carbamic acid tert-butyl ester C(C)(C)(C)OC(N[C@@H]1C(N(C2=C(OC1)C=CC(=C2)C(=O)N2CCCCC2)C)=O)=O